N-(4-(tert-butyl)phenyl)-2-chloro-N-(1-(5-cyanopyridin-3-yl)-2-(cyclohexylamino)-2-oxoethyl)acetamide C(C)(C)(C)C1=CC=C(C=C1)N(C(CCl)=O)C(C(=O)NC1CCCCC1)C=1C=NC=C(C1)C#N